2-(fluoromethyl)propane-1,3-diol FCC(CO)CO